C(C)C=1C(=CC=C2C=C(C=C(C12)C1=C(C=2N=C(N=C(C2C=N1)N1CCOCC(C1)(C)O)OCC1(CC1)C=O)F)OCOC)F 1-(((7-(8-ethyl-7-fluoro-3-(methoxymethoxy)naphthalen-1-yl)-8-fluoro-4-(6-hydroxy-6-methyl-1,4-oxazepan-4-yl)pyrido[4,3-d]pyrimidin-2-yl)oxy)methyl)cyclopropane-1-carbaldehyde